ClC=1C=NC=CC1CNC(O[C@H]1[C@H](NC[C@@H]1O)CC1=CC=C(C=C1)OC)=O (2R,3S,4S)-4-hydroxy-2-[(4-methoxyphenyl)methyl]pyrrolidin-3-yl N-[(3-chloropyridin-4-yl)methyl]carbamate